3-hydroxy-3-(3-hydroxy-4-hydroxy-phenyl)propionic acid OC(CC(=O)O)C1=CC(=C(C=C1)O)O